1-(2-((tert-butyldimethylsilyl)oxy)ethyl)-1H-indazole-5-carbaldehyde [Si](C)(C)(C(C)(C)C)OCCN1N=CC2=CC(=CC=C12)C=O